CCCCCCCCCCCCCCCCOC(=O)CCCCCCC/C=C\\CCCCCC The molecule is a wax ester obtained by the formal condensation of hexadecan-1-ol with palmitoleic acid. It derives from a palmitoleic acid and a hexadecan-1-ol.